(E)-1-(2-ethyl-4-(1-(((5,6,7,8-tetrahydronaphthalen-2-yl)methoxy)imino)ethyl)benzyl)azetidine-3-carboxylic acid C(C)C1=C(CN2CC(C2)C(=O)O)C=CC(=C1)/C(/C)=N/OCC1=CC=2CCCCC2C=C1